(1R,2R)-2-(3,4-dimethoxyphenethyloxy)cyclohexylpyrrole COC=1C=C(CCO[C@H]2[C@H](CCCC2)C=2NC=CC2)C=CC1OC